1-(3,4,5-trimethoxyphenyl)-2-(3'-hydroxy-4'-methoxyphenyl)ethylene COC=1C=C(C=C(C1OC)OC)C=CC1=CC(=C(C=C1)OC)O